6-(6-Fluoropyridin-3-yl)-4-(5-Nitro-thiophene-2-carboxamido)-1H-pyrazolo[3,4-d]pyrimidin-1-ylpyrrolidine-1-carboxylic acid tert-butyl ester C(C)(C)(C)OC(=O)N1C(CCC1)N1N=CC=2C1=NC(=NC2NC(=O)C=2SC(=CC2)[N+](=O)[O-])C=2C=NC(=CC2)F